Cl.O=C1NC(CC[C@H]1NC(C1=C(C=C(C=C1)N1CCNCC1)F)=O)=O |r| (±)-N-(2,6-dioxopiperidin-3-yl)-2-fluoro-4-(piperazin-1-yl)benzamide hydrochloride